4'-(tert-butyl)-7-(trifluoromethyl)spiro[chromeno[4,3-d]thiazole-4,1'-cyclohexan]-2-amine C(C)(C)(C)C1CCC2(CC1)OC=1C=C(C=CC1C=1N=C(SC12)N)C(F)(F)F